2-methyl-6-oxo-1,6-dihydropyrimidine-5-carboxylic acid ethyl ester C(C)OC(=O)C1=CN=C(NC1=O)C